C1(CC1)C(C(=O)NC)C1=CC=CC2=CC=C(C=C12)F cyclopropyl-2-(7-fluoronaphthalen-1-yl)-N-methylacetamide